3-((1-(2-(Cyclohexylmethyl)-3-methylbutanoyl)-4-hydroxy-3,3-dimethylpiperidin-4-yl)methyl)-6-(2-fluorophenyl)pyrimidin C1(CCCCC1)CC(C(=O)N1CC(C(CC1)(O)CN1CN=C(C=C1)C1=C(C=CC=C1)F)(C)C)C(C)C